2-[({4-[7-(aminocarbonyl)-2H-indazol-2-yl]benzyl}ammonio)methyl]pyridinium NC(=O)C1=CC=CC2=CN(N=C12)C1=CC=C(C[NH2+]CC2=[NH+]C=CC=C2)C=C1